CC([C@@H](C(N1CC2=CC=CC=C2CC1C(=O)N1C[C@H](CC1)C1=CC=CC=C1)=O)NC(=O)C1=CC2=C(S1)C=CC(=C2)C(F)(F)P(O)(O)=O)(C)C ((2-(((2S)-3,3-dimethyl-1-oxo-1-(3-((R)-3-phenylpyrrolidine-1-carbonyl)-3,4-dihydroisoquinolin-2(1H)-yl)butan-2-yl)carbamoyl)benzo[b]thiophen-5-yl)difluoromethyl)phosphonic acid